O=C1S\C(\C(N1)=O)=C/C1=CC=C(OC2CCN(CC2)C(=O)N)C=C1 4-{4-[(Z)-(2,4-dioxothiazolidin-5-ylidene)methyl]phenoxy}piperidin-1-carboxamide